(E)-6-methyl-N'-(1-(naphthalen-2-yl)ethylidene)pyrazine-2-carbohydrazide CC1=CN=CC(=N1)C(=O)N/N=C(\C)/C1=CC2=CC=CC=C2C=C1